methyl 2,5-difluorobenzoate FC1=C(C(=O)OC)C=C(C=C1)F